(6R,7S)-6,7-Dimethyl-4-((R)-3-(methylamino)pyrrolidin-1-yl)-7,8-dihydro-6H-pyrimido[5,4-b][1,4]oxazin-2-amine C[C@@H]1[C@@H](NC2=C(O1)C(=NC(=N2)N)N2C[C@@H](CC2)NC)C